3,4,6-tri-O-acetyl-alpha-D-glucopyranose C(C)(=O)O[C@@H]1[C@H]([C@@H](O)O[C@@H]([C@H]1OC(C)=O)COC(C)=O)O